6-(4-isopropyl-3-(4-(1-methylpyrrolidin-2-yl)phenyl)-1H-pyrazol-5-yl)-8-methyl-[1,2,4]triazolo[1,5-a]pyridine C(C)(C)C=1C(=NNC1C=1C=C(C=2N(C1)N=CN2)C)C2=CC=C(C=C2)C2N(CCC2)C